4-(benzo[d][1,3]dioxol-5-yl)butan-2-one O1COC2=C1C=CC(=C2)CCC(C)=O